C(C(CS)O)O 3-thiopropane-1,2-diol